4-chloro-N-((2-(6-((cis)-2,6-dimethylmorpholino)-5-fluoropyridin-2-yl)-1,6-naphthyridin-7-yl)methyl)-3-(methylsulfonyl)benzamide ClC1=C(C=C(C(=O)NCC2=NC=C3C=CC(=NC3=C2)C2=NC(=C(C=C2)F)N2C[C@@H](O[C@@H](C2)C)C)C=C1)S(=O)(=O)C